2-(4-pyridinyl)-4-(acetoxy)-5-amino-3(2H)-furanone N1=CC=C(C=C1)C1OC(=C(C1=O)OC(C)=O)N